C(C1=CC=CC=C1)N1CCN(CC1)S(=O)(=O)N1C=CC=2C(=NC=C(C21)C)OC 1-((4-benzylpiperazin-1-yl)sulfonyl)-4-methoxy-7-methyl-1H-pyrrolo[3,2-c]pyridine